3-(5-(hydroxycarbamoyl)pyridin-3-yl)phenyl octylcarbamate C(CCCCCCC)NC(OC1=CC(=CC=C1)C=1C=NC=C(C1)C(NO)=O)=O